1,2-dimethyl-1,2-cyclopropanedicarboxylic anhydride CC12C(C1)(C(=O)OC2=O)C